BrC1=C(C=CC(=C1Cl)Br)F 2,4-dibromo-3-chlorofluorobenzene